C(#N)C1=C2CN(C(NC2=CC=C1)=O)CC(=O)N[C@@H](C)C1=NC=C(C=C1)C#N 2-(5-Cyano-2-oxo-1,4-dihydroquinazolin-3-yl)-N-[(1S)-1-(5-cyanopyridin-2-yl)ethyl]acetamide